C(C(C)C)[Al](OC1=C(C=CC=C1C(C)(C)C)C(C)(C)C)OC1=C(C=CC=C1C(C)(C)C)C(C)(C)C isobutylbis(2,6-di-tert-butylphenoxy)aluminum